NC1=NC=2C=CC(=CC2C2=C1[C@H](OC2)C)C(=O)N(CC)[C@H](C)C2=NC=C(C=C2)C(F)F (3R)-4-amino-N-((1R)-1-(5-(difluoromethyl)-2-pyridinyl)ethyl)-N-ethyl-3-methyl-1,3-dihydrofuro[3,4-c]quinoline-8-carboxamide